CC1=CC(=NN1C1=CC=C(C=C1)OC(F)(F)F)N1C[C@H]2N(CC1)C[C@@H](C2)O (7R,8aS)-2-[5-methyl-1-[4-(trifluoromethoxy)phenyl]pyrazol-3-yl]-3,4,6,7,8,8a-hexahydro-1H-pyrrolo[1,2-a]pyrazin-7-ol